1-[5-[[5-chloro-4-(1,2,3,6-tetrahydropyridin-4-yl)pyrimidin-2-yl]amino]-3-pyridyl]pyrrolidin-2-one ClC=1C(=NC(=NC1)NC=1C=C(C=NC1)N1C(CCC1)=O)C=1CCNCC1